2-(7-Amino-2,3-dihydro-4H-pyrido[4,3-b][1,4]oxazin-4-yl)-N-(cyclopropylmethyl)-2-oxo-N-((5-(trifluoromethyl)pyridin-2-yl)methyl)acetamide NC1=CC=2OCCN(C2C=N1)C(C(=O)N(CC1=NC=C(C=C1)C(F)(F)F)CC1CC1)=O